2-(6-((2-hydroxyethyl)amino)-5-(trifluoromethyl)pyridazin-3-yl)-3-methyl-5-(trifluoromethyl)phenol OCCNC1=C(C=C(N=N1)C1=C(C=C(C=C1C)C(F)(F)F)O)C(F)(F)F